OCCS(=O)(=O)CCO bis-(2-hydroxyethyl) sulfone